2-Amino-1-(4-methoxybenzyl)-1H-pyrrole-3-carbonitrile NC=1N(C=CC1C#N)CC1=CC=C(C=C1)OC